6-Benzyl-3-[(3-methylphenyl)benzyl]-5,6,7,8-tetrahydropyrido[4,3-d]pyrimidine-2,4(1H,3H)-dione C(C1=CC=CC=C1)N1CC2=C(NC(N(C2=O)C(C2=CC=CC=C2)C2=CC(=CC=C2)C)=O)CC1